[6-(4-Fluorophenyl)-2-azaspiro[3.3]heptan-2-yl]-[(3S)-3-(tetrazol-1-yl)pyrrolidin-1-yl]methanone FC1=CC=C(C=C1)C1CC2(CN(C2)C(=O)N2C[C@H](CC2)N2N=NN=C2)C1